5-chloro-2-methyl-N-((1r,4r)-4-((3-(2-(3-methyl-2-oxoimidazolin-1-yl)pyridin-4-yl)-2-oxo-2,3-dihydro-1H-benzo[d]imidazol-1-yl)methyl)cyclohexyl)nicotinamide ClC=1C=NC(=C(C(=O)NC2CCC(CC2)CN2C(N(C3=C2C=CC=C3)C3=CC(=NC=C3)N3C(N(CC3)C)=O)=O)C1)C